FC(C=1C=C(C=CC1)C1=C(C(=O)N)C=CC=C1)(F)F [3-(trifluoromethyl)phenyl]-benzamide